C(#N)[C@H]1N(CC(C1)(F)F)C(CNC(=O)C1=CC=NC2=CC=C(C=C12)C1=CC(=C(C=C1)OC)OC1CCNCC1)=O (S)-N-(2-(2-cyano-4,4-difluoropyrrolidin-1-yl)-2-oxoethyl)-6-(4-methoxy-3-(piperidin-4-yloxy)phenyl)quinoline-4-carboxamide